F[B-](F)(F)F.BrC1=C(C=CC(=C1)C)[N+]#N 2-bromo-4-methylbenzenediazonium tetrafluoroborate